OC=C1C(CC(C(C1=O)F)C1=CC=CC=C1)=O 2-(hydroxymethylene)-4-fluoro-5-(phenyl)cyclohexane-1,3-dione